C(C)(C)(C)[Si](OC\C=C(\CC\C=C(\CCC=C(C)C)/C)/C)(C)C tert-butyldimethyl-(((2E,6E)-3,7,11-trimethyldodeca-2,6,10-trien-1-yl)oxy)silane